3-amino-N-(4-(8-aminooct-1-yn-1-yl)-3-(hydroxymethyl)phenyl)propanamide NCCC(=O)NC1=CC(=C(C=C1)C#CCCCCCCN)CO